C1(CC1)COC1=CC(=NC(=C1)F)N1C(C2=C(N=C(N=C2)C=2N=CSC2)CC1)C 4-[6-[4-(cyclopropylmethoxy)-6-fluoro-2-pyridinyl]-5-methyl-7,8-dihydro-5H-pyrido[4,3-d]pyrimidin-2-yl]thiazole